ClC=1C=C(C=C(C1)C1=CC=C(C=C1)[N+](=O)[O-])OC=1C(N(C=CC1C(F)(F)F)CC1=NNC(N1C)=O)=O 3-((5-chloro-4'-nitro-[1,1'-biphenyl]-3-yl)oxy)-1-((4-methyl-5-oxo-4,5-dihydro-1H-1,2,4-triazol-3-yl)methyl)-4-(trifluoromethyl)pyridin-2(1H)-one